5-amino-3-(4-bromophenyl)-1-[(3R)-tetrahydrofuran-3-yl]pyrazole-4-carbonitrile NC1=C(C(=NN1[C@H]1COCC1)C1=CC=C(C=C1)Br)C#N